biscyano oxalyl diphosphate O(P(OC#N)(=O)OP1(=O)OC(C(=O)O1)=O)C#N